2'-chloro-5'-methoxy-6-methyl-N-(5-(4-(trifluoromethyl)phenyl)-1,3,4-thiadiazol-2-yl)-(4,4'-bipyridine)-3-carboxamide ClC1=NC=C(C(=C1)C1=C(C=NC(=C1)C)C(=O)NC=1SC(=NN1)C1=CC=C(C=C1)C(F)(F)F)OC